NC=1C=CC(=C(C1)NC(OC(C)(C)C)=O)F tert-butyl (5-amino-2-fluorophenyl)carbamate